FC1=CC2=C(NC(=N2)CC2=CC(=CC(=C2)F)F)C=C1F 5,6-difluoro-2-(3,5-difluorobenzyl)-1H-benzimidazole